CN(CCN(C1=C(C=C(C=C1)NC=1N=C(C2=C(N1)OCC2)C2=CN(C1=CC=CC=C21)C)NC(C)=O)C)C N-(2-((2-(dimethylamino)ethyl)(methyl)amino)-5-((4-(1-methyl-1H-indol-3-yl)-5,6-dihydrofuro[2,3-d]pyrimidin-2-yl)amino)phenyl)acetamide